7-(2-amino-6-fluoro-5-(4-(piperazin-1-yl)phenyl)pyridin-3-yl)-5-fluoro-2-methylquinazolin-4(3H)-one NC1=NC(=C(C=C1C1=CC(=C2C(NC(=NC2=C1)C)=O)F)C1=CC=C(C=C1)N1CCNCC1)F